3-(2,2-difluoroethyl)-7-(((3S,4S)-3-fluoro-1-methylpiperidin-4-yl)amino)-1,1-dioxidobenzo[b]thiophen FC(CC=1C2=C(S(C1)(=O)=O)C(=CC=C2)N[C@@H]2[C@H](CN(CC2)C)F)F